BrC1=NC=CC(=C1)C1=C(C(=CC=C1)N)N (2-bromopyridin-4-yl)benzene-1,2-diamine